6-CHLORO-3-OXOISOINDOLIN-5-YLBORONIC ACID ClC1=C(C=C2C(NCC2=C1)=O)B(O)O